C(C)(=O)O[C@@H]1[C@H](OC([C@@H]1OC(C)=O)OC(C)=O)CC(=O)NCCCC [(2R,3R,4R)-4,5-diacetoxy-2-[2-(butylamino)-2-oxo-ethyl]tetrahydrofuran-3-yl] acetate